tert-butyl (3S)-4-{3-fluoro-4-[5-(trifluoromethyl)-1,2,4-oxadiazol-3-yl]phenyl}-5-oxomorpholine-3-carboxylate FC=1C=C(C=CC1C1=NOC(=N1)C(F)(F)F)N1[C@@H](COCC1=O)C(=O)OC(C)(C)C